1-(6-(pyridin-3-yl)-2-(4-(m-tolyl)-1H-pyrazol-1-yl)furo[3,2-d]pyrimidin-4-yl)-1H-pyrazol-4-amine N1=CC(=CC=C1)C1=CC=2N=C(N=C(C2O1)N1N=CC(=C1)N)N1N=CC(=C1)C=1C=C(C=CC1)C